CC(C)(C)OC(=O)N1CC2=CC=CC(=C2CC1)N 5-amino-1,2,3,4-tetrahydroisoquinoline-2-carboxylic acid 2-methylpropan-2-yl ester